7-(Cyclopentylamino)-5-fluoro-2-((((trans)-3-fluoro-1-methylpiperidin-4-yl)thio)methyl)quinazolin-4(3H)-one C1(CCCC1)NC1=CC(=C2C(NC(=NC2=C1)CS[C@H]1[C@@H](CN(CC1)C)F)=O)F